Nonafluorobutanesulfonic acid potassium salt [K+].FC(C(C(C(S(=O)(=O)[O-])(F)F)(F)F)(F)F)(F)F